trans-1,3,3,3-tetrafluoropropylene F\C=C\C(F)(F)F